NC1=C(N=NN1CC1=CC(=C(C(=C1)Cl)C(C1=CC=C(C=C1)Cl)=O)Cl)C(=O)N 5-amino-1-[[3,5-dichloro-4-(4-chlorobenzoyl)phenyl]methyl]-1H-1,2,3-triazole-4-carboxamide